2-(((5-bromothiophen-2-yl)methyl)amino)-N-(4-chlorobenzyl)acetamide BrC1=CC=C(S1)CNCC(=O)NCC1=CC=C(C=C1)Cl